6-[(4-ethylbenzyl) oxy]-5-fluorohexyl 4-methylbenzenesulfonate CC1=CC=C(C=C1)S(=O)(=O)OCCCCC(COCC1=CC=C(C=C1)CC)F